ClC=1C=2N(C=CC1)N=C(C2)[C@H]2N(CCC1=C2N=CN1)C=1OC(=NN1)C(C)(F)F (S)-2-(4-(4-chloropyrazolo[1,5-a]pyridin-2-yl)-1,4,6,7-tetrahydro-5H-imidazo[4,5-c]pyridin-5-yl)-5-(1,1-difluoroethyl)-1,3,4-oxadiazole